di-(3-methacryloxy-2-hydroxypropyl) ether C(C(=C)C)(=O)OCC(COCC(COC(C(=C)C)=O)O)O